(S)-N-(1-(5-(3-cyano-6-(2-hydroxy-2-methylpropoxy)pyrazolo[1,5-a]pyridin-4-yl)pyridin-2-yl)-3-methylpyrrolidin-3-yl)-2-phenylacetamide C(#N)C=1C=NN2C1C(=CC(=C2)OCC(C)(C)O)C=2C=CC(=NC2)N2C[C@@](CC2)(C)NC(CC2=CC=CC=C2)=O